bis[4-benzoylphenoxy] ether C(C1=CC=CC=C1)(=O)C1=CC=C(OOOC2=CC=C(C=C2)C(C2=CC=CC=C2)=O)C=C1